C1(CCCCC1)COC1=C(C(=CC=C1)O)C(/C=C/C1=CC=C(C(=O)OC)C=C1)=O Methyl 4-[(E)-3-[2-(cyclohexylmethoxy)-6-hydroxyphenyl]-3-oxoprop-1-enyl]benzoate